N-[(3S)-9-fluoro-2-oxo-5-phenyl-1,3-dihydro-1,4-benzodiazepin-3-yl]-2-(2-fluorophenyl)-6-methoxyimidazo[1,2-b]pyridazine-3-carboxamide FC1=CC=CC=2C(=N[C@@H](C(NC21)=O)NC(=O)C2=C(N=C1N2N=C(C=C1)OC)C1=C(C=CC=C1)F)C1=CC=CC=C1